7-cyclobutyl-6-fluoro-imidazo[1,2-a]pyridine C1(CCC1)C1=CC=2N(C=C1F)C=CN2